FC=1C=C(CN2CC(C2)C(=O)N2C3=C(OCC2)C(=CN=C3)C=3OC2=C(C3)C=C(C=C2)C#N)C=CC1 2-(4-(1-(3-fluorobenzyl)azetidine-3-carbonyl)-3,4-dihydro-2H-pyrido[4,3-b][1,4]oxazin-8-yl)-benzofuran-5-carbonitrile